C(C)(=O)C1CN(C1)C1=CC(=C2C(C(=CN(C2=N1)C1=NC=NS1)C(=O)O)=O)C 7-(3-Acetylazetidin-1-yl)-5-methyl-4-oxo-1-(1,2,4-thiadiazol-5-yl)-1,4-dihydro-1,8-naphthyridine-3-carboxylic acid